FC1=CC=CC=2NC(=NC21)N2N=CC=C2 1-(4-Fluoro-1H-benzoimidazol-2-yl)-1H-pyrazole